tris(2-(allyloxy)ethyl) borate B(OCCOCC=C)(OCCOCC=C)OCCOCC=C